3-methyl-1-(4-sulfobutyl)pyridinium CC=1C=[N+](C=CC1)CCCCS(=O)(=O)O